N-(3-(6-(((3aR,5s,6aS)-2-((tetrahydro-2H-pyran-4-yl)methyl)octahydrocyclopenta[c]pyrrol-5-yl)amino)pyridazin-3-yl)phenyl)propionamide O1CCC(CC1)CN1C[C@@H]2[C@H](C1)CC(C2)NC2=CC=C(N=N2)C=2C=C(C=CC2)NC(CC)=O